F\C(\C(=O)NC=1C(=NC=C(C1C)F)C)=C/C1=CC=C2C(=N1)NN=C2 (Z)-2-fluoro-N-(5-fluoro-2,4-dimethylpyridin-3-yl)-3-(1H-pyrazolo[3,4-b]pyridin-6-yl)acrylamide